ClC=1C=C2C(OCC=3C=C(N=CC3C=3C=CC(=C(NS(C(C1OC)=C2)(=O)=O)C3)C#N)F)=O 13-chloro-5-fluoro-14-methoxy-10,16,16-trioxo-9-oxa-16λ6-thia-4,17-diazatetracyclo[16.3.1.111,15.02,7]tricosa-1(22),2(7),3,5,11,13,15(23),18,20-nonaene-19-carbonitrile